3-[5,7-difluoro-2-(4-fluorophenyl)-1H-indol-3-yl]-2-methyl-N-[(1S)-2,2,2-trifluoro-1-(hydroxymethyl)ethyl]propenamide FC=1C=C2C(=C(NC2=C(C1)F)C1=CC=C(C=C1)F)C=C(C(=O)N[C@H](C(F)(F)F)CO)C